METHIONINE-Anhydride N[C@@H](CCSC)C(=O)OC([C@@H](N)CCSC)=O